C(C1=CC=CC=C1)OC1=CC=C2C3=C(C(OC2=C1)=O)C=C(C=C3)OC3COC3 3-(benzyloxy)-8-(oxetan-3-yloxy)-6H-benzo[c]chromen-6-one